NN1C(CCC1C1=C(C=CC=C1)F)=O 1-amino-5-(2-fluorophenyl)pyrrolidin-2-one